S1N=NC(=C1)C(=O)O 1,2,3-THIADIAZOLE-4-CARBOXYLIC ACID